C(C)(C)C1CCC(CC1)OC(N)=O carbamic acid (1r,4S)-4-isopropylcyclohexyl ester